4-[4-(3-methoxyphenyl)-1H-imidazol-1-yl]-1H-pyrrolo[2,3-b]pyridine COC=1C=C(C=CC1)C=1N=CN(C1)C1=C2C(=NC=C1)NC=C2